N,N-dimethylammonium tetrakis(pentafluorophenyl)borate FC1=C(C(=C(C(=C1[B-](C1=C(C(=C(C(=C1F)F)F)F)F)(C1=C(C(=C(C(=C1F)F)F)F)F)C1=C(C(=C(C(=C1F)F)F)F)F)F)F)F)F.C[NH2+]C